tert-butyl N-(but-2-ynoylamino)-N-methyl-carbamate C(C#CC)(=O)NN(C(OC(C)(C)C)=O)C